C(C)N(CCCCN)CC N,N-diethyl-butane-1,4-diamine